2-[2-(dimethylamino)-5,8-dioxo-6-(propan-2-yl)-5,6,7,8-tetrahydro-4H-pyrazolo[1,5-a]pyrrolo[3,4-d]pyrimidin-4-yl]-N-(5-fluoropyridin-2-yl)acetamide CN(C1=NN2C(N(C3=C(C2=O)CN(C3=O)C(C)C)CC(=O)NC3=NC=C(C=C3)F)=C1)C